OC1=C(C=C(C=C1)NC(C#N)(C)C)C(C)C 2-((4-Hydroxy-3-isopropylphenyl)amino)-2-methylpropanenitrile